N(=[N+]=[N-])CCOCCOCCOCC(N[C@H](C(=O)N1C[C@@H](C[C@H]1C(NCC1=CC=C(C=C1)C1=C(N=CS1)C)=O)OC(CCCCCCCCCCC(=O)O)=O)C(C)(C)C)=O 12-(((3R,5S)-1-((S)-14-azido-2-(tert-butyl)-4-oxo-6,9,12-trioxa-3-azatetradecanoyl)-5-((4-(4-methylthiazol-5-yl)benzyl)carbamoyl)pyrrolidin-3-yl)oxy)-12-oxododecanoic acid